FC1=CC=C(C=C1)NC(C1=C(C=CC(=C1)C1=CC=CC=2N(C(NC21)=O)C2=NC=CC=N2)C(F)(F)F)=O N-(4-fluorophenyl)-5-(2-oxo-1-(pyrimidin-2-yl)-2,3-dihydro-1H-benzo[d]imidazol-4-yl)-2-(trifluoromethyl)benzamide